C(C)(C)(C)OC(=O)NCC(=O)N1C(\C(\C2=CC=C(C=C12)C(=O)OC)=C(\C1=CC=CC=C1)/NC1=CC=C(C=C1)N(C(CN1CCN(CC1)C)=O)C)=O methyl (Z)-1-((tert-butoxycarbonyl) glycyl)-3-(((4-(N-methyl-2-(4-methylpiperazin-1-yl) acetamido) phenyl) amino) (phenyl) methylene)-2-oxoindole-6-carboxylate